Ethyl 2-(6-morpholin-4-ylpyridin-3-yl)pyrazolo[1,5-a]pyrimidine-3-carboxylate N1(CCOCC1)C1=CC=C(C=N1)C1=NN2C(N=CC=C2)=C1C(=O)OCC